(3-((2-(2,6-dioxopiperidin-3-yl)-1,3-dioxoisoindolin-4-yl)amino)-3-methylbutyl)picolinamide O=C1NC(CCC1N1C(C2=CC=CC(=C2C1=O)NC(CCC=1C(=NC=CC1)C(=O)N)(C)C)=O)=O